2-{[2-(2-methyl-5-phenyl-1,3-thiazole-4-carbonyl)-2-azabicyclo[3.1.1]hept-3-yl]methoxy}quinoxaline CC=1SC(=C(N1)C(=O)N1C2CC(CC1COC1=NC3=CC=CC=C3N=C1)C2)C2=CC=CC=C2